N-(5-allyl-1,2,3,4-tetrahydronaphthalen-1-yl)-2-oxo-6-(trifluoromethyl)-1,2-dihydropyridine-3-carboxamide C(C=C)C1=C2CCCC(C2=CC=C1)NC(=O)C=1C(NC(=CC1)C(F)(F)F)=O